CN(C(=O)C1CC2(CN(C2)C(=O)OC(C)(C)C)C1)C tert-butyl 6-(dimethylcarbamoyl)-2-azaspiro[3.3]heptane-2-carboxylate